ClC(C)C1=CC(=NO1)C1=CC(=CC=C1)F 5-(1-chloroethyl)-3-(3-fluorophenyl)isoxazole